isothiocyanato-(terpyridyl) platinum (II) [Pt+2].N(=C=S)C=1C(=NC=CC1)C1=NC=CC=C1C1=NC=CC=C1